ClC1=C(C#N)C=CC(=C1)N1N=CC=N1 2-chloro-4-(2H-1,2,3-triazol-2-yl)benzonitrile